ClC1=C(C(=O)NCC(=O)N[C@@H](CC(C)C)B2OC([C@H]3CC[C@H](C(O2)=O)N3C)=O)C=C(C=C1)Cl 2,5-dichloro-N-(2-(((R)-3-methyl-1-((1R,7R)-10-methyl-2,6-dioxo-3,5-dioxa-10-aza-4-borabicyclo[5.2.1]decan-4-yl)butyl)amino)-2-oxoethyl)benzamide